O1CCCC2=CC=CC(=C12)C1=CC=C(C2=CC=CC=C12)C[C@@H](C(=O)O)NC(C1=C(C=CC=C1Cl)Cl)=O (S)-3-(4-(chroman-8-yl)naphthalen-1-yl)-2-(2,6-dichlorobenzoylamino)propionic acid